C(CCCCCCCC)[Zn]CCCCCCCCC dinonyl-zinc